N(CCO)(CCO)CCO.C(C=C)(=O)O acrylic acid triethanolamine salt